ClC=1C(=C(C(=CC1)F)[C@@H](NC(=O)[C@H]1C[C@H]([C@H](C1)O)NS(=O)CC)C12CCC(CC1)(C2)F)F (1S,3R,4S)-N-((S)-(3-chloro-2,6-difluorophenyl)(4-fluoro-bicyclo[2.2.1]hept-1-yl)methyl)-3-(ethylsulfanamido)-4-hydroxycyclopentane-1-carboxamide